N-(4-(7-((1-(dimethylamino)piperidin-4-yl)amino)-1-isopropyl-2-oxo-1,4-dihydropyrimido[4,5-d]pyrimidin-3(2H)-yl)-2-fluorophenyl)-1-(4-fluorophenyl)methanesulfonamide Hydrochloride Cl.CN(N1CCC(CC1)NC1=NC=C2C(=N1)N(C(N(C2)C2=CC(=C(C=C2)NS(=O)(=O)CC2=CC=C(C=C2)F)F)=O)C(C)C)C